N[C@H]1CN(CC1)C(=O)C=1NC2=CC=C(C(=C2C1F)Cl)F (R)-(3-aminopyrrolidin-1-yl)(4-chloro-3,5-difluoro-1H-indol-2-yl)methanone